2-[3-Cis-(trifluoromethoxy)cyclobutoxy]-N-[3-[5-[3-cis-(trifluoromethoxymethyl)cyclobutyl]-1,3,4-oxadiazol-2-yl]-1-bicyclo[1.1.1]pentanyl]acetamide FC(OC1(CCC1)OCC(=O)NC12CC(C1)(C2)C=2OC(=NN2)C2(CCC2)COC(F)(F)F)(F)F